CC1=C(C=2N(C=C1)C(=CN2)C2=NC(C(C1=CC=CC=C21)(F)F)(C)C)C 1-(7,8-dimethylimidazo[1,2-a]pyridin-3-yl)-4,4-difluoro-3,3-dimethylisoquinoline